cyclopentyl-N-(1H-pyrazol-3-yl)propanamide C1(CCCC1)C(C(=O)NC1=NNC=C1)C